C(C)(C)(C)OC(=O)N1C[C@@]2(CCN(C2=O)C(C(=O)O)C2CCCC2)CC1 2-((R)-7-(tert-butoxycarbonyl)-1-oxo-2,7-diazaspiro[4.4]nonan-2-yl)-2-cyclopentylacetic acid